C(C1=CC=CC=C1)N1N=C(C(N(C1=O)CC1=CC=CC=C1)=O)C1=CC=C(C=C1)C(C)C 2,4-dibenzyl-6-(4-isopropylphenyl)-1,2,4-triazine-3,5(2H,4H)-dione